ClC=1C(=CC(=NC1)NC1CCN(CC1)CC1=CC(=CC=C1)N1C(NC(CC1)=O)=O)C=1N=C(SC1)NCC1(CCOCC1)C#N 4-(((4-(5-chloro-2-((1-(3-(2,4-dioxotetrahydropyrimidin-1(2H)-yl)benzyl)piperidin-4-yl)amino)pyridin-4-yl)thiazol-2-yl)amino)methyl)tetrahydro-2H-pyran-4-carbonitrile